N-(cis-4-tert-butylcyclohexyl)-3,5-bis-[4-tert-butylcyclohexylcarbonylamino]-benzamide C(C)(C)(C)[C@H]1CC[C@H](CC1)NC(C1=CC(=CC(=C1)NC(=O)C1CCC(CC1)C(C)(C)C)NC(=O)C1CCC(CC1)C(C)(C)C)=O